[I-].CN(C1=NC=C(C=N1)/C=C/C=C/C1=CC=[N+](C=C1)C)C 4-((1E,3E)-4-(2-(dimethylamino)pyrimidin-5-yl)but-1,3-dien-1-yl)-1-methylpyridin-1-ium iodide